(3-(1,3-dioxolan-2-yl)-2-((4-methoxybenzyl)oxy)phenyl)-N-methylmethanamine O1C(OCC1)C=1C(=C(C=CC1)CNC)OCC1=CC=C(C=C1)OC